C(C)(C)(C)OC(=O)N1C=C(C=2C1=NC=C(C2)C2=CC=C1CCN(CC1=C2)C)I 3-iodo-5-(2-methyl-1,2,3,4-tetrahydroisoquinolin-7-yl)-1H-pyrrolo[2,3-b]pyridine-1-carboxylic acid tert-butyl ester